6-chloro-2-(4,4-difluoroazepan-1-yl)nicotinic acid ClC1=NC(=C(C(=O)O)C=C1)N1CCC(CCC1)(F)F